2-(benzhydrylideneamino)-2-(9-methoxy-4-oxo-pyrido[1,2-a]pyrimidin-2-yl)acetamide C(C1=CC=CC=C1)(C1=CC=CC=C1)=NC(C(=O)N)C=1N=C2N(C(C1)=O)C=CC=C2OC